Cl.ClC1=C2C(=CNC2=C(C=C1)N1CCC(CC1)C1=CC=C(C=C1)N1C[C@H](OCC1)C=O)C#N 4-Chloro-7-(4-{4-[(2S)-2-formylmorpholin-4-yl]phenyl}piperidin-1-yl)-1H-indole-3-carbonitrile HCl